ClC1=CC2=C(N=C(O2)CCl)C=C1 6-chloro-2-(chloromethyl)benzo[d]oxazole